Cl.C1NCCC2=CC(=CC=C12)CCC=O 3-(1,2,3,4-TETRAHYDROISOQUINOLIN-6-YL)PROPANAL HYDROCHLORIDE